L-lysine hydrochloride bisulfate S(O)(O)(=O)=O.Cl.N[C@@H](CCCCN)C(=O)O